(2R,3S)-3-hydroxybutan-2-yl 4-methylbenzenesulfonate CC1=CC=C(C=C1)S(=O)(=O)O[C@H](C)[C@H](C)O